C(C)OC(=O)C1=C(SC=C1C1=CC=C(C=C1)F)N 2-amino-4-(4-fluorophenyl)thiophene-3-carboxylic acid ethyl ester